N-(3-(6-(difluoromethoxy)-1H-imidazo[4,5-c]pyridin-2-yl)phenyl)-5-(pyridin-2-yl)pyrimidin-2-amine FC(OC1=CC2=C(C=N1)N=C(N2)C=2C=C(C=CC2)NC2=NC=C(C=N2)C2=NC=CC=C2)F